4-(5-(4-amino-4-methylpiperidin-1-yl)-2-(3-fluoro-4-methoxyphenyl)-1H-indol-1-yl)benzonitrile NC1(CCN(CC1)C=1C=C2C=C(N(C2=CC1)C1=CC=C(C#N)C=C1)C1=CC(=C(C=C1)OC)F)C